N1C=C(C2=CC=CC=C12)CCNC1CCC2=CC(=CC=C12)/C=C/C(=O)NC1=C(C=C(C=C1)F)N (E)-3-(1-((2-(1H-indol-3-yl)ethyl)amino)-2,3-dihydro-1H-inden-5-yl)-N-(2-amino-4-fluorophenyl)acrylamide